2,2-dimethyl-1-(2-methylcyclohexyl)propan-1-ol CC(C(O)C1C(CCCC1)C)(C)C